CC=1C=C(C=NC1C#C[Si](C)(C)C)N 5-methyl-6-[(trimethylsilyl)ethynyl]pyridin-3-amine